C(#N)CC1(CCC(CC1)N1CC(C1)(F)C1=CC=C(C=C1)CC)N1N=C(C(=C1)C(=O)N)NC(=O)C1CC1 1-[1-(cyanomethyl)-4-[3-(4-ethylphenyl)-3-fluoro-azetidin-1-yl]cyclohexyl]-3-(cyclopropanecarbonylamino)pyrazole-4-carboxamide